ClC1=C(C(=NN1CCC)C1=NOC(=C1)C)C=O 5-Chloro-3-(5-methylisoxazol-3-yl)-1-propyl-1H-pyrazole-4-carbaldehyde